[3-(fluoromethyl)oxetan-3-yl]-4-[4-(2-methylpropanoyl)piperazin-1-yl]-1H-indazole-6-sulfonamide FCC1(COC1)N1N=CC2=C(C=C(C=C12)S(=O)(=O)N)N1CCN(CC1)C(C(C)C)=O